5,10-diphenyl-5,10-dihydro-phenazine C1(=CC=CC=C1)N1C=2C=CC=CC2N(C2=CC=CC=C12)C1=CC=CC=C1